CN1C=CC2=CC=CC(=C12)C=1C(N(C(C1)=O)CC1CCOCC1)=O 3-(1-methyl-1H-indol-7-yl)-1-((tetrahydro-2H-pyran-4-yl)methyl)-1H-pyrrole-2,5-dione